9-bromo-10-(naphthalen-2-yl)anthracene BrC=1C2=CC=CC=C2C(=C2C=CC=CC12)C1=CC2=CC=CC=C2C=C1